7-(4-(morpholinomethyl)benzyl)-2,7-diazaspiro[3.5]Nonane-2-carboxylic acid tert-butyl ester C(C)(C)(C)OC(=O)N1CC2(C1)CCN(CC2)CC2=CC=C(C=C2)CN2CCOCC2